(4-Methylpyrimidin-5-yl)(methylsulfonyl)carbamic acid tert-butyl ester C(C)(C)(C)OC(N(S(=O)(=O)C)C=1C(=NC=NC1)C)=O